(1s,4s)-4-((4-methoxy-5-(1-(2,2,2-trifluoroethyl)-1H-benzo[d][1,2,3]triazol-6-yl)pyrrolo[2,1-f][1,2,4]triazin-2-yl-7-d)amino)-1-methylcyclohexan-1-ol COC1=NC(=NN2C1=C(C=C2[2H])C=2C=CC1=C(N(N=N1)CC(F)(F)F)C2)NC2CCC(CC2)(O)C